C(C)(C)(C)C1=CN=C(O1)CSC1=CN=C(S1)NC(=O)N1CCNCC1 N-(5-(((5-(tert-butyl)oxazol-2-yl)methyl)thio)thiazol-2-yl)piperazine-1-carboxamide